C(C)[C@@]1(NCCC1)C (2S)-2-ethyl-2-methyl-pyrrolidin